1-(4-chlorophenyl)-2-cyano-3-(1-(1-(4-methoxyphenyl)piperidin-4-yl)ethyl)guanidine ClC1=CC=C(C=C1)NC(=NC#N)NC(C)C1CCN(CC1)C1=CC=C(C=C1)OC